OC1=C(C(=O)O)C(=CC(=C1)O)CC1=CC=CC=C1 2,4-dihydroxy-6-benzyl-benzoic acid